[Na].C(CCCCCCCCCCCCCCCCC)CC1=CC=CC=C1 stearyltoluene sodium